3-(CYCLOBUTYL)FURAN-2-BORONIC ACID C1(CCC1)C1=C(OC=C1)B(O)O